6-[2-(3-methylamino-naphthalen-2-yl)-ethylamino]-pyrimidin CNC=1C(=CC2=CC=CC=C2C1)CCNC1=CC=NC=N1